CC1=C(C(=CC=C1)C)C1=CC(=NC2=CC(=CC=C12)O[C@@H](C(=O)N1CCCCC1)C)C |r| (3R)-1-[rac-(2R)-2-[[4-(2,6-dimethylphenyl)-2-methyl-7-quinolyl]oxy]propanoyl]piperidine